4-(((6-benzyl-4-(4-cyano-2,6-dimethylphenoxy)-5,6,7,8-tetrahydropyrido[4,3-d]pyrimidine-2-yl)amino)methyl)benzoic acid C(C1=CC=CC=C1)N1CC2=C(N=C(N=C2OC2=C(C=C(C=C2C)C#N)C)NCC2=CC=C(C(=O)O)C=C2)CC1